3,5-Di-tert-butyl-4-methoxybenzene C(C)(C)(C)C=1C=CC=C(C1OC)C(C)(C)C